COC(=O)[C@H]1N(C[C@@H](CC1)N(OCC1=CC=CC=C1)S(=O)(=O)C1=CC=C(C=C1)[N+](=O)[O-])C(=O)OC(C)(C)C (2S,5R)-1-(tert-butyloxycarbonyl)-5-(N-phenylmethyloxy-p-nitrobenzenesulfonylamino)-piperidine-2-carboxylic acid methyl ester